N-(2,4-dimethylbenzo[d]oxazol-6-yl)-1,1-diphenylmethanimine CC=1OC2=C(N1)C(=CC(=C2)N=C(C2=CC=CC=C2)C2=CC=CC=C2)C